methyl (2S)-3-methyl-2-(methylamino)butanoate HCl salt Cl.CC([C@@H](C(=O)OC)NC)C